ethyl 2-((4,4-difluorocyclohexyl)amino)-6-(4-methylthiazol-2-yl)pyrimidine-4-carboxylate FC1(CCC(CC1)NC1=NC(=CC(=N1)C(=O)OCC)C=1SC=C(N1)C)F